2-chloro-4-(difluoromethoxy)-5-iodo-7-((2-(trimethylsilyl)ethoxy)methyl)-7H-pyrrolo[2,3-d]pyrimidine ClC=1N=C(C2=C(N1)N(C=C2I)COCC[Si](C)(C)C)OC(F)F